tert-butyl 4-[3-(3-methoxy-4-nitro-pyrazol-1-yl)propyl]piperazine-1-carboxylate COC1=NN(C=C1[N+](=O)[O-])CCCN1CCN(CC1)C(=O)OC(C)(C)C